ClC=1C=C(CC2=C3C(=NC(=NC3=CC=C2C=2C(=NOC2C)C)C=2CCN(CC2)S(=O)(=O)C)N)C=CC1 (3-chlorobenzyl)-6-(3,5-dimethylisoxazol-4-yl)-2-(1-(methylsulfonyl)-1,2,3,6-tetrahydropyridin-4-yl)quinazolin-4-amine